3-methoxy-1-(pyrimidin-2-yl)-1H-pyrazole-4-carboxylic acid COC1=NN(C=C1C(=O)O)C1=NC=CC=N1